NC1=NC=CC=C1C1=NC=2C(=NC=CN2)N1C1=CC=C(CN2CCC(CC2)NC2=NC(=NC=C2)C#N)C=C1 4-((1-(4-(2-(2-aminopyridin-3-yl)-1H-imidazo[4,5-b]pyrazin-1-yl)benzyl)piperidin-4-yl)amino)pyrimidine-2-carbonitrile